C(C)C1=C(C=O)C=CC(=C1)OCCC(C)C 2-ethyl-4-isobutylmethoxybenzaldehyde